C(C)(=O)N[C@@H](CO)[C@@H](O)C(=O)[C@H](O)C 2-acetamido-2,6-dideoxy-D-xylo-4-hexulose